N-{3-[3-Cyclopropyl-5-(2-fluoro-4-iodo-phenyl)-6,8-dimethyl-2,4,7-trioxo-3,4,6,7-tetrahydro-2H-pyrido[4,3-D]pyrimidin-1-yl]-phenyl}-acetamide C1(CC1)N1C(N(C=2C(C1=O)=C(N(C(C2C)=O)C)C2=C(C=C(C=C2)I)F)C=2C=C(C=CC2)NC(C)=O)=O